C(CCC)[N+](CCOC)(CCCC)CCCC tributyl-(2-methoxyethyl)ammonium